2-(3-azabicyclo[3.2.1]oct-3-ylmethyl)-6-[3-[3-methoxy-1-(4-methyl-1,2,4-triazol-3-yl)cyclobutyl]phenyl]-4-(trifluoromethyl)-1H-pyrrolo[2,3-c]pyridin-7-one C12CN(CC(CC1)C2)CC2=CC1=C(C(N(C=C1C(F)(F)F)C1=CC(=CC=C1)C1(CC(C1)OC)C1=NN=CN1C)=O)N2